C1(CC1)N1C(=NC2=C1C=C(C(=C2)NC=2SC(=NN2)C2=CC(=C(C(=C2)OC)OC)OC)N2CCN(CC2)C)C2=CC(=CC=C2)F (1-cyclopropyl-2-(3-fluorophenyl)-6-(4-methylpiperazino)-5-benzimidazolyl)-5-(3,4,5-trimethoxyphenyl)-1,3,4-thiadiazol-2-amine